FC(C(=O)O)(F)F.C(C1=CC=CC=C1)OC(CC[C@@H](NCC=C)C(N)=O)=O allyl-D-isoglutamine benzyl ester trifluoroacetate